p-xylylene diacrylate C(C=C)(=O)OCC1=CC=C(C=C1)COC(C=C)=O